C(C)(C)(C)OC(=O)N1CCN(CC1)C1=C(CN(S(=O)(=O)C=2C=C3CCC(OC3=CC2)C(=O)O)CCC2=CC=CC=C2)C=CC=C1 6-(N-(2-(4-(tert-Butoxycarbonyl)piperazin-1-yl)benzyl)-N-phenethylaminosulfonyl)chroman-2-carboxylic acid